3-(diethylamino)propan-1-amine C(C)N(CCCN)CC